methyl [trans-4-({[(3S,4R)-3-[{[3,5-bis(trifluoromethyl)phenyl](methyl)carbamoyl}(methyl)amino]-4-(5-fluoropyridin-2-yl)pyrrolidin-1-yl]carbonyl}amino)cyclohexyl]carbamate FC(C=1C=C(C=C(C1)C(F)(F)F)N(C(=O)N([C@@H]1CN(C[C@H]1C1=NC=C(C=C1)F)C(=O)N[C@@H]1CC[C@H](CC1)NC(OC)=O)C)C)(F)F